Hafnium trichloride [Cl-].[Cl-].[Cl-].[Hf+3]